2'-chloro-N-(5-((1R,2R)-2-(hydroxymethyl)cyclopropane-1-carbonyl)-5,6-dihydro-4H-pyrrolo[3,4-d]thiazol-2-yl)-5'-methoxy-6-methyl-[4,4'-bipyridine]-3-carboxamide ClC1=NC=C(C(=C1)C1=C(C=NC(=C1)C)C(=O)NC=1SC2=C(N1)CN(C2)C(=O)[C@H]2[C@@H](C2)CO)OC